3-Chloro-2-fluoro-5-(6-fluoro-5-(4-(methylsulfonyl)piperazin-1-yl)-1H-indazol-1-yl)phenol ClC=1C(=C(C=C(C1)N1N=CC2=CC(=C(C=C12)F)N1CCN(CC1)S(=O)(=O)C)O)F